1-(4-(4,4-dimethyl-3-((1-methyl-2-oxo-2,3-dihydro-1H-pyrrolo[2,3-b]pyridin-4-yl)methyl)-2,5-dioxoimidazolidin-1-yl)phenyl)cyclobutane-1-carbonitrile CC1(N(C(N(C1=O)C1=CC=C(C=C1)C1(CCC1)C#N)=O)CC1=C2C(=NC=C1)N(C(C2)=O)C)C